BrC=1C=C(NC2(CCC3(C(CC4=CC=CC=C34)C=3C(=NOC3C)C)CC2)C(=O)O)C=CC1 4-(3-bromoanilino)-2'-(3,5-dimethyl-1,2-oxazol-4-yl)-2',3'-dihydrospiro[cyclohexane-1,1'-indene]-4-carboxylic acid